C(C)(C)(C)OC(N(C)C1CCC(CC1)N1N=C2C=C(C(=CC2=C1)C(NC1=CN=C2N1N=CC=C2)=O)OC)=O.C2(=CC=CC=C2)NC(=O)NNC(C2=CC(=C(C(=C2)O)O)O)=O N-phenyl-2-(3,4,5-trihydroxybenzoyl)hydrazine-1-carboxamide tert-butyl-((1r,4r)-4-(5-(imidazo[1,2-b]pyridazin-3-ylcarbamoyl)-6-methoxy-2H-indazol-2-yl)cyclohexyl)(methyl)carbamate